FC1(CC(C1)(C)C1(NC(=CC=C1N)C=1C=NC=CC1)N)F 2-(3,3-difluoro-1-methyl-cyclobutyl)-6-(3-pyridinyl)pyridine-2,3-diamine